C[C@@]12CCC[C@H]1[C@@H]1CC=C3C=CCC[C@]3(C)[C@H]1CC2 androstane-3,5-diene